2-(3-(1,1-Dioxothiomorpholino)propoxy)-N-(4-hydroxy-3-(methylsulfonylamino)phenyl)-4'-(trifluoromethyl)-[1,1'-biphenyl]-4-carboxamide O=S1(CCN(CC1)CCCOC1=C(C=CC(=C1)C(=O)NC1=CC(=C(C=C1)O)NS(=O)(=O)C)C1=CC=C(C=C1)C(F)(F)F)=O